sodium (2S)-2-((S)-3-cyclohexyl-2-((((4,4-difluorocyclohexyl)oxy)carbonyl)amino)propan-amido)-1-hydroxy-3-((S)-2-oxopyrrolidin-3-yl)propane-1-sulfonate C1(CCCCC1)C[C@@H](C(=O)N[C@H](C(S(=O)(=O)[O-])O)C[C@H]1C(NCC1)=O)NC(=O)OC1CCC(CC1)(F)F.[Na+]